C(C)(C)OC(=O)N1[C@@H](C[C@@H](C2=CC(=CC=C12)C(F)(F)F)N(CC1=CC(=CC(=C1)C(F)(F)F)C(F)(F)F)C(C)=O)CC [2R,4S]-4-[acetyl-(3,5-bistrifluoromethyl-benzyl)-amino]-2-ethyl-6-trifluoromethyl-3,4-dihydro-2H-quinoline-1-carboxylic acid isopropyl ester